N-(5-Chloro-3-methyl-1H-pyrazol-4-yl)-6-[4-ethyl-3-(fluoromethyl)-5-oxo-1,2,4-triazol-1-yl]-5-fluoro-2-isopropoxy-pyridine-3-carboxamide ClC1=C(C(=NN1)C)NC(=O)C=1C(=NC(=C(C1)F)N1N=C(N(C1=O)CC)CF)OC(C)C